C(C1CO1)OCCC[SiH2]C(OC)OC 3-glycidoxypropyl-(dimethoxy)methylsilane